5-{6-[(3R,5S)-3,5-dimethylpiperazin-1-yl]-4-methoxypyrido[2,3-d]pyrimidin-2-yl}-7-fluoro-2-methylindazol-6-ol C[C@@H]1CN(C[C@@H](N1)C)C1=CC2=C(N=C(N=C2OC)C2=CC3=CN(N=C3C(=C2O)F)C)N=C1